((3R,5R)-3-amino-5-fluoropiperidin-1-yl)(2-(1-(cyclopropylmethyl)-1H-indol-2-yl)-3-(2-hydroxyethyl)-4-methoxybenzofuran-6-yl)methanone N[C@H]1CN(C[C@@H](C1)F)C(=O)C1=CC2=C(C(=C(O2)C=2N(C3=CC=CC=C3C2)CC2CC2)CCO)C(=C1)OC